2,2-Dicyclopropylethanol C1(CC1)C(CO)C1CC1